2-[(Oxacyclohexan-4-yl)methyl]-8-(trifluoromethyl)-4,5-dihydro-2H-furo[2,3-g]indazole-7-carboxylic acid O1CCC(CC1)CN1N=C2C3=C(CCC2=C1)OC(=C3C(F)(F)F)C(=O)O